2-(4-(3,8-diazabicyclo[3.2.1]octan-3-yl)-6-chloro-8-fluoro-2-(((2R,7aS)-2-fluorotetrahydro-1H-pyrrolizin-7a(5H)-yl)methoxy)quinazolin-7-yl)-3-fluorophenol, formic acid salt C(=O)O.C12CN(CC(CC1)N2)C2=NC(=NC1=C(C(=C(C=C21)Cl)C2=C(C=CC=C2F)O)F)OC[C@]21CCCN1C[C@@H](C2)F